5,7-dihydroxy-2,4,6,8-TETRAMETHYLDEC-2-enoic acid OC(C(C=C(C(=O)O)C)C)C(C(C(CC)C)O)C